C1CC12COC=C2 5-oxaspiro[2.4]hept-6-ene